N-((2R)-3,3-dimethyl-1-(9-methyl-10-oxo-7-phenyl-3,9-diazaspiro[5.5]undecan-3-yl)-1-oxobutan-2-yl)-2-fluoro-5-(trifluoromethyl)benzamide CC([C@H](C(=O)N1CCC2(CC1)C(CN(C(C2)=O)C)C2=CC=CC=C2)NC(C2=C(C=CC(=C2)C(F)(F)F)F)=O)(C)C